(8-bromo-5-(cyclopropylmethyl)-1,3,4,5-tetrahydro-2H-pyrido[4,3-b]indol-2-yl)-N-hydroxy-8-oxooctanamide BrC1=CC=2C3=C(N(C2C=C1)CC1CC1)CCN(C3)C(C(=O)NO)CCCCCC=O